(R)-N-(tert-butyl)-3-(5''-(2,2,2-trifluoro-1-hydroxyethyl)dispiro[cyclopropane-1,1'-cyclohexane-4',3''-indoline]-1''-carbonyl)benzenesulfonamide C(C)(C)(C)NS(=O)(=O)C1=CC(=CC=C1)C(=O)N1CC2(C3=CC(=CC=C13)[C@H](C(F)(F)F)O)CCC1(CC2)CC1